diethyleneglycol ammonium salt [NH4+].C(COCCO)O